3-(4-(2-(1H-indol-3-yl)ethylamino)-7,8-dihydro-6H-pyrimido[5,4-b](1,4)oxazin-2-yl)-6-methyl-1H-pyridin-2-one N1C=C(C2=CC=CC=C12)CCNC1=NC(=NC2=C1OCCN2)C=2C(NC(=CC2)C)=O